6-(3-((benzyloxy) methyl)-4-ethyl-5-oxo-4,5-dihydro-1H-1,2,4-triazol-1-yl)-5-fluoro-2-vinylnicotinate C(C1=CC=CC=C1)OCC1=NN(C(N1CC)=O)C1=NC(=C(C(=O)[O-])C=C1F)C=C